CN1N=CC2=CC=CC(=C12)NS(=O)(=O)C=1C=CC(=NC1)C1=CC(NC=C1)=O N-(1-METHYL-1H-INDAZOL-7-YL)-2'-OXO-1',2'-DIHYDRO-[2,4'-BIPYRIDINE]-5-SULFONAMIDE